F.ClC1=CC(=C2C(=NNC2=C1Cl)C=1C=NNC1)NC(CO)=O N-(6,7-Dichloro-3-(1H-pyrazol-4-yl)-1H-indazol-4-yl)-2-hydroxyacetamide hydrogen fluoride